ClC1=C(C(=O)NCC(N2CCC(CC2)OC2=NC(=CC=C2)C(F)(F)F)C2=C(N=CS2)C(F)F)C(=CC=C1)F 2-Chloro-N-{2-[4-(difluoromethyl)-1,3-thiazol-5-yl]-2-(4-{[6-(trifluoromethyl)pyridin-2-yl]oxy}piperidin-1-yl)ethyl}-6-fluorobenzamide